(-)-ethyl-p-menthane-3-carboxamide C(C)C1(CC(C(CC1)C(C)C)C(=O)N)C